C[SiH](C)[Zr](C1CCC2CC=CC=C12)C1CCC2CC=CC=C12 rac-dimethylsilylbis(tetrahydroindenyl)zirconium